C(C)(C)NCCOC(C)O isopropylaminoethoxyethanol